C(CC)N(CCC1=CNC2=C(C=CC=C12)OC(CCCC(=O)O)=O)CCC 5-((3-(2-(dipropylamino)ethyl)-1H-indol-7-yl)oxy)-5-oxopentanoic acid